C1=CC=CCCCC1 (6Z,8Z,10Z)-cyclooctadiene